74-oxo-2,5,8,11,14,17,20,23,26,29,32,35,38,41,44,47,50,53,56,59,62,65,68,71-tetracosaoxa-75-azaoctaheptaContan-78-oic acid formate C(=O)O.O=C(CCOCCOCCOCCOCCOCCOCCOCCOCCOCCOCCOCCOCCOCCOCCOCCOCCOCCOCCOCCOCCOCCOCCOCCOC)NCCC(=O)O